2,2'-[ethane-1,2-diylbis(oxy)]bis(ethan-1-ol) C(COCCO)OCCO